cyclohexyl-N-[1-[1-oxo-3-(3-pyridinyl)propyl]-4-piperidinyl]-benzeneacetamide C1(CCCCC1)C1=C(C=CC=C1)CC(=O)NC1CCN(CC1)C(CCC=1C=NC=CC1)=O